ClC1=C(C(=NN1C1CCCCC1)C(F)F)C=O 5-CHLORO-1-CYCLOHEXYL-3-(DIFLUOROMETHYL)-1H-PYRAZOLE-4-CARBALDEHYDE